tetrapalmitylspermine C(CCCCCCCCCCCCCCC)C(N(CCCCCCCCCCCCCCCC)CCCCCCCCCCCCCCCC)(CCNCCCCNCCCN)CCCCCCCCCCCCCCCC